butyl 3-(((6-(1-oxa-4-azaspiro[5.5]undecan-4-yl)-2-(trifluoromethyl)pyrimidin-4-yl)(methyl)amino)methyl)-4,4-difluoropiperidine-1-carboxylate O1CCN(CC12CCCCC2)C2=CC(=NC(=N2)C(F)(F)F)N(C)CC2CN(CCC2(F)F)C(=O)OCCCC